6-((1R,3aR,6aS)-1-benzylhexahydrocyclopenta[c]pyrrol-2(1H)-yl)-4-((R)-2-methylmorpholino)pyridin-2(1H)-one C(C1=CC=CC=C1)[C@H]1N(C[C@H]2[C@@H]1CCC2)C2=CC(=CC(N2)=O)N2C[C@H](OCC2)C